(S)-2-hydroxy-2-phenylacetic acid compound with 2-((1S,2S,3R,6S,8S)-2-(aminomethyl)tricyclo[4.2.1.03,8]nonan-2-yl)acetic acid NC[C@@]1([C@@H]2[C@H]3C[C@H](CC[C@@H]13)C2)CC(=O)O.O[C@H](C(=O)O)C2=CC=CC=C2